CN(C=NS(=O)(=O)C1=CC=C(C=C1)F)C N,N-dimethyl-N'-((4-fluorophenyl)sulfonyl)formamidine